diazenyl-naphthalen-2-ol N(=N)C1=C(C=CC2=CC=CC=C12)O